thiophen-2-yl-aniline S1C(=CC=C1)NC1=CC=CC=C1